NC1=C2N=C(N(C2=NC(=N1)F)CC=1C=C(COC=2C=CC(=C(C2)CO)C(F)(F)F)C=CC1)Br (5-((3-((6-amino-8-bromo-2-fluoro-9H-purin-9-yl)methyl)benzyl)oxy)-2-(trifluoromethyl)phenyl)methanol